(6-cyano-1-methyl-2-oxo-1,5-naphthyridin-4-yl) triflate O(S(=O)(=O)C(F)(F)F)C1=CC(N(C2=CC=C(N=C12)C#N)C)=O